ethyl 2-(3-((1R,3R)-3-(tert-butoxycarbonyl) cyclobutyl) ureido)-4-methylthiophene-3-carboxylate C(C)(C)(C)OC(=O)C1CC(C1)NC(NC=1SC=C(C1C(=O)OCC)C)=O